CC1=C(C(=CC=C1)C)C1=NC(=NC(=C1)OC1CNC(C2=CC=CC=C12)CC(C)C)NS(=O)(=O)C=1C=C(C(=O)O)C=CC1 3-[[4-(2,6-Dimethylphenyl)-6-[(1-isobutyl-1,2,3,4-tetrahydroisoquinolin-4-yl)oxy]pyrimidin-2-yl]sulfamoyl]benzoic acid